3-((2-chloro-6-methyl-5,6,7,8-tetrahydropyrido[4,3-d]pyrimidin-4-yl)amino)azetidine-1-carboxylic acid tert-butyl ester C(C)(C)(C)OC(=O)N1CC(C1)NC=1C2=C(N=C(N1)Cl)CCN(C2)C